2,2'-{4-[1-Ethoxy-3-{4-[2-(2-ethoxyethoxy)ethoxy]phenyl}-1-oxopropan-2-yl]-10-[1-methoxy-1-oxopropan-2-yl]-1,4,7,10-tetraazacyclododecane-1,7-diyl}diacetic acid C(C)OC(C(CC1=CC=C(C=C1)OCCOCCOCC)N1CCN(CCN(CCN(CC1)CC(=O)O)C(C(=O)OC)C)CC(=O)O)=O